ClC=1C=C(C=C(C1)F)C1=NC(=CC(=C1)CN1CCC(CC1)CNC(=O)NC)OC=1C=NC(=NC1)N1CCN(CC1)C(C)CCS(=O)(=O)C 1-((1-((2-(3-chloro-5-fluorophenyl)-6-((2-(4-(4-(methylsulfonyl)butan-2-yl)piperazin-1-yl)pyrimidin-5-yl)oxy)pyridin-4-yl)methyl)piperidin-4-yl)methyl)-3-methylurea